3-(4-amino-2,5-difluorophenyl)-1-cyclopropyl-1H-pyrazolo[3,4-d]Pyrimidine-4-amine NC1=CC(=C(C=C1F)C1=NN(C2=NC=NC(=C21)N)C2CC2)F